4-((2-(2-(2-aminoethoxy)ethoxy)ethyl)amino)-2-(1-methyl-2,6-dioxopiperidin-3-yl)isoindoline-1,3-dione NCCOCCOCCNC1=C2C(N(C(C2=CC=C1)=O)C1C(N(C(CC1)=O)C)=O)=O